N1(CCOCC1)C1=C(C=C(C=C1)C(F)(F)F)C(C(=O)N)(C)OC1=CC(=CC=C1)C (2-morpholinyl-5-trifluoromethylphenyl)-2-(3-methylphenoxy)propionamide